FC(OC1=C(C=CC(=C1)OC(F)F)C=1C=2N(C(=NN1)N[C@H]1CN(CCC1)CC)C=CC2)F 1-[2,4-bis(difluoromethoxy)phenyl]-N-[(3R)-1-ethylpiperidin-3-yl]pyrrolo[1,2-d][1,2,4]triazin-4-amine